NP1(=NP(=NP(=N1)(F)F)(F)F)F amino(pentafluoro)cyclotriphosphazene